2,4,6-tris(bromomethyl)mesitylene BrCC1=C(C(=C(C(=C1C)CBr)C)CBr)C